(4-ethynylphenylethyl)carbamate C(#C)C1=CC=C(C=C1)CCNC([O-])=O